NC1=C(C=C(C(=C1)Br)OC(F)F)N [2-amino-4-bromo-5-(difluoromethoxy)phenyl]amine